C(C)(C)C1=NOC(=N1)N1CCC(CC1)[C@H](C)OC1=NN2C(S1)=NC(=C2)C=2C=NC(=NC2)S(=O)(=O)C (S)-3-isopropyl-5-(4-(1-((6-(2-(methylsulfonyl)pyrimidin-5-yl)imidazo[2,1-b][1,3,4]thiadiazol-2-yl)oxy)ethyl)piperidin-1-yl)-1,2,4-oxadiazole